NCCC(=O)NC1=CC(=CC=C1)S(NC(CC1=CC(=CC=C1)C(N)=N)C=1SC2=C(N1)C=CC(=C2)OC)(=O)=O 3-amino-N-[3-[[2-(3-carbamimidoylphenyl)-1-(6-methoxy-1,3-benzothiazol-2-yl)ethyl]sulfamoyl]phenyl]propanamide